2-tert-Butyl-4,6-dimethyl-phenol C(C)(C)(C)C1=C(C(=CC(=C1)C)C)O